C(C1=CC=CC=C1)C=1C(OC2=CC(=CC=C2C1C)OCC(CNC=1SC2=C(N1)C=CC(=C2)C)O)=O 3-benzyl-7-(2-hydroxy-3-((6-methylbenzo[d]thiazol-2-yl)amino)propoxy)-4-methyl-2H-chromen-2-one